1-(2-chloro-6-hydroxyphenyl)-3-((2-(2,6-dioxopiperidin-3-yl)-1-oxoisoindolin-5-yl)methyl)urea ClC1=C(C(=CC=C1)O)NC(=O)NCC=1C=C2CN(C(C2=CC1)=O)C1C(NC(CC1)=O)=O